4-(piperazin-1-yl)benzamide hydrochloride Cl.N1(CCNCC1)C1=CC=C(C(=O)N)C=C1